CN(C1=C(C=CC=C1)Cl)C N,N-dimethyl-o-chloroaniline